(S)-(1-isocyanatopropyl)benzene N(=C=O)[C@@H](CC)C1=CC=CC=C1